C(C)(C)C1=C(NC2=CC=C(C=C12)C1CCNCC1)C=1C=C(C=2N(C1)N=CN2)CCO 2-(6-(3-isopropyl-5-(piperidin-4-yl)-1H-indol-2-yl)-[1,2,4]triazolo[1,5-a]pyridin-8-yl)ethan-1-ol